C(#N)[C@H](C[C@H]1C(NCCC1)=O)NC(=O)[C@@H]1N([C@@H]2CC([C@H]1CC2)(F)F)C([C@@H](C2=CC=CC=C2)O)=O (1S,3R,4S)-N-((S)-1-cyano-2-((S)-2-oxopiperidin-3-yl)ethyl)-5,5-difluoro-2-((R)-2-hydroxy-2-phenylacetyl)-2-azabicyclo[2.2.2]octane-3-carboxamide